C(C)C(COC(CCCCCN)=O)CCCC 6-aminocaproic acid 2-ethylhexyl ester